C1(=CC(=CC=C1)C1=C(C(=C(C(=C1C1=CC=CC=C1)C1=CC=CC=C1)C1=CC=CC=C1)C(=O)O)C(=O)O)C1=C(C(=C(C(=C1C1=CC=CC=C1)C1=CC=CC=C1)C1=CC=CC=C1)C(=O)O)C(=O)O M-phenylene-bis(triphenylbenzenedioic acid)